2-(3-chloro-4-cyclopropyl-phenyl)-4,4,5,5-tetramethyl-1,3,2-dioxaborolane ClC=1C=C(C=CC1C1CC1)B1OC(C(O1)(C)C)(C)C